1,2-DIHYDROPYRIDIN-3-CARBOXAMID N1CC(=CC=C1)C(=O)N